nickel-iron-barium-magnesium-manganese [Mn].[Mg].[Ba].[Fe].[Ni]